tert-butyl-N-((S)-1-(4-(dimethylamino)but-2-ynoyl)pyrrolidine-3-carbonyl)-N-methyl-L-valine C(C)(C)(C)[C@](N(C)C(=O)[C@@H]1CN(CC1)C(C#CCN(C)C)=O)(C(C)C)C(=O)O